3-Chloro-N-(2'-(5-phenyl-1H-imidazol-2-yl)-3,4'-bipyridin-5-yl)benzamide ClC=1C=C(C(=O)NC=2C=C(C=NC2)C2=CC(=NC=C2)C=2NC(=CN2)C2=CC=CC=C2)C=CC1